C(C)OC(=O)C=1C=NC2=C(C=CC=C2C1N1CCOCC1)C(C)CC(C)C 8-(4-Methylpent-2-yl)-4-(morpholin-4-yl)quinoline-3-carboxylic acid ethyl ester